3-{[2-fluoro-3-(methylaminosulfonylamino)phenyl]methyl}-4-methyl-7-(1,3-oxazol-2-yloxy)-3,4-dihydro-2H-1-oxa-3,5-diazanaphthalen-2-one FC1=C(C=CC=C1NS(=O)(=O)NC)CN1C(OC2=CC(=CN=C2C1C)OC=1OC=CN1)=O